FC1(CCC(CC1)[C@H]1N(C[C@@H](CC1)C)C(C(=O)NC=1C=C(C=NC1)C(=O)N)=O)F 5-[[2-[(2S,5R)-2-(4,4-difluorocyclohexyl)-5-methyl-1-piperidyl]-2-oxo-acetyl]amino]pyridine-3-carboxamide